C(C)(C)(C)OC(NCC(C)N1C=NC2=C(C1=O)C=C(N=C2C=2C=NC=CC2)Cl)=O (2-(6-chloro-4-oxo-8-(pyridin-3-yl)pyrido[3,4-d]Pyrimidin-3(4H)-yl)propyl)carbamic acid tert-butyl ester